2-methyl-5,6,7,8-tetrahydroquinoxaline CC1=NC=2CCCCC2N=C1